methyltriphenyl-ammonium iodide [I-].C[N+](C1=CC=CC=C1)(C1=CC=CC=C1)C1=CC=CC=C1